Cl[Ir](C1(C(=C(C(=C1C)C)C)C)C)N(C(=O)C1=NC=CC=C1)C1=CC=C(C=C1)N(C)C chloro[N-[4-(dimethylamino)phenyl]-2-pyridinecarboxamido](pentamethylcyclopentadienyl)iridium (III)